ls-11-(4-bromophenyl)-10-methyl-4b-(3-methyl-1H-indol-2-yl)-11,11a-dihydroindeno[2',1':4,5]pyrrolo[1,2-a]indol-12(4bH)-one BrC1=CC=C(C=C1)C1C2C(N3C1=C(C=1C=CC=CC31)C)(C3=CC=CC=C3C2=O)C=2NC3=CC=CC=C3C2C